2-methyl-9-phenyl-7,7-dipropyl-7H-benzo[c]fluoren-5-ol CC1=CC2=C(C(=CC=3C(C=4C=C(C=CC4C23)C2=CC=CC=C2)(CCC)CCC)O)C=C1